CN(C)C=NC1SSC(N1)=S [3-{(N,N-dimethylaminomethylidene)amino}]-3H-1,2,4-dithiazole-5-thion